C1(CC1)C=1C(=NC(=CN1)OC(CC)CC)NC1=NNC(=C1)C(C)C 3-cyclopropyl-N-(5-isopropyl-1H-pyrazol-3-yl)-6-(pentan-3-yloxy)pyrazin-2-amine